FN1C(C2=CC=CC=C2C1=O)=O Fluoroisoindoline-1,3-dione